CC1=CC=CC(=N1)C1=C(C=NN1)C=1N=C2C=C(C=NC2=CC1)C(=O)OCCN1CCNCC1 2-piperazin-1-ylethyl 6-[5-(6-methyl-2-pyridyl)-1H-pyrazol-4-yl]-1,5-naphthyridine-3-carboxylate